P(=O)(O)(O)O.FC=1C=C(C=CC1C=1C=NC(=CC1)C=1N=NN(N1)C)N1C(O[C@H](C1)C(CF)O)=O (R)-3-(3-fluoro-4-(6-(2-methyl-2H-tetrazol-5-yl)pyridin-3-yl)phenyl)-5-(1-hydroxy-2-fluoro-ethyl)oxazolidin-2-one phosphate